Tert-Butyl N-methyl-N-(3-prop-2-ynoxypropyl)carbamate CN(C(OC(C)(C)C)=O)CCCOCC#C